Methyl-2'-[(5-methylpyridin-2-yl)methyl]-N-[(2S)-tetrahydrofuran-2-ylmethyl]-2',5'-dihydrospiro[cyclobutane-1,4'-furo[2,3-g]indazole]-7'-carboxamide CC=1N(N=C2C3=C(CC4(C12)CCC4)OC(=C3)C(=O)NC[C@H]3OCCC3)CC3=NC=C(C=C3)C